NC1=C(C=C(C=N1)NC(C(=O)N1[C@@H](CC[C@H](C1)C)C=1C=CC2=C(C(=CS2)CCN(C)C)C1)=O)C N-(6-amino-5-methyl-3-pyridyl)-2-[(2S,5R)-2-[3-[2-(dimethylamino)Ethyl]Benzothiophen-5-Yl]-5-methyl-1-piperidyl]-2-oxo-acetamide